C[S@](=O)(=N)C=1C=C(C=CC1)C1=NN2C(=NC=3C=CC=CC3C2=N1)NC=1C(N=CC=CC1)=O (3R,R)-3-({2-[3-(S-methylsulfonimidoyl)phenyl][1,2,4]triazolo[1,5-c]quinazolin-5-yl}amino)azepin-2-one